1-(4-nitrobenzyl)-3-p-tolyltriazene CC1=CC=C(C=C1)NN=NCC2=CC=C(C=C2)[N+](=O)[O-]